6-Chloro-2-[4-(4-{2-[(1-methyl-1H-pyrazol-5-yl)amino]ethyl}piperazin-1-yl)phenyl]-N-(1,2,2,6,6-pentamethylpiperidin-4-yl)-3H-imidazo[4,5-b]pyridin-7-amine ClC=1C(=C2C(=NC1)NC(=N2)C2=CC=C(C=C2)N2CCN(CC2)CCNC2=CC=NN2C)NC2CC(N(C(C2)(C)C)C)(C)C